4-methyl-1-(4-(4,4,5,5-tetramethyl-1,3,2-dioxaborolan-2-yl)phenyl)piperidine CC1CCN(CC1)C1=CC=C(C=C1)B1OC(C(O1)(C)C)(C)C